1-(azetidin-1-yl)-2-[2-chloro-3-fluoro-4-[[6-[(3S)-pyrrolidin-3-yl]oxypyrido[3,2-d]pyrimidin-4-yl]amino]phenoxy]ethanone N1(CCC1)C(COC1=C(C(=C(C=C1)NC=1C2=C(N=CN1)C=CC(=N2)O[C@@H]2CNCC2)F)Cl)=O